2,8-Diphenyldibenzo[b,d]thiophene C1(=CC=CC=C1)C1=CC2=C(SC3=C2C=C(C=C3)C3=CC=CC=C3)C=C1